4-{1-[N-methyl-5-(4,6-dichloro-1H-indole-2-carbonyl)-4H,5H,6H,7H-pyrazolo[1,5-a]pyrazine-3-amido]cyclopropyl}benzoic acid CN(C(=O)C=1C=NN2C1CN(CC2)C(=O)C=2NC1=CC(=CC(=C1C2)Cl)Cl)C2(CC2)C2=CC=C(C(=O)O)C=C2